The molecule is an alkaloid, a methyl ester and an organic heteropentacyclic compound. It has a role as a metabolite. CC(=O)[C@@H]1CN2CC[C@@]34[C@@H]2C[C@@H]1C(=C3NC5=C4C=CC=C5O)C(=O)OC